NC1=C2N=CN(C2=NC(=N1)F)[C@H]1C[C@@H]([C@@](O1)(C#C)CO[P@](=O)(OC1=CC=CC=C1)N[C@@H](CC1=CC=CC=C1)C(=O)OCCCCCCCCCCCCCCCCCCC)O nonadecyl ((S)-(((2R,3S,5R)-5-(6-amino-2-fluoro-9H-purin-9-yl)-2-ethynyl-3-hydroxytetrahydrofuran-2-yl)methoxy)(phenoxy)phosphoryl)-L-phenylalaninate